1-p-toluenesulfonyl-1,2,3,4-tetrahydroquinoxaline CC1=CC=C(C=C1)S(=O)(=O)N1CCNC2=CC=CC=C12